5-tert-butyl-7-(3,5-diisopropylphenyl)-6-methoxy-2-methyl-1H-indene C(C)(C)(C)C=1C=C2C=C(CC2=C(C1OC)C1=CC(=CC(=C1)C(C)C)C(C)C)C